ClC=1C2=C(N=CN1)N(C=C2)[C@@H]2C[C@@H]([C@H]1OC(O[C@H]12)(C)C)[C@H](O)C1=C(C=C(C=C1)Cl)CO (S)-[(3aS,4R,6R,6aR)-4-(4-chloropyrrolo-[2,3-d]pyrimidin-7-yl)-2,2-dimethyl-4,5,6,6a-tetrahydro-3aH-cyclopenta[d][1,3]dioxol-6-yl]-[4-chloro-2-(hydroxymethyl)phenyl]methanol